5-(aminomethyl)-2,4-difluoro-N-[2-(methylsulfonyl)ethyl]aniline NCC=1C(=CC(=C(NCCS(=O)(=O)C)C1)F)F